FC(OC1CCC(CC1)NC(=O)C1=NC(=NC(=C1)C1CCOCC1)C1=CN=CN1C)F N-((1r,4r)-4-(difluoromethoxy)cyclohexyl)-2-(1-methyl-1H-imidazol-5-yl)-6-(tetrahydro-2H-pyran-4-yl)pyrimidine-4-carboxamide